FC=1C=C(C=CC1)C=1N=C(SC1)NC(CC1=CC=C(OC2=NC=CC=C2C(=O)N)C=C1)=O 2-(4-(2-((4-(3-fluorophenyl)thiazol-2-yl)amino)-2-oxoethyl)phenoxy)pyridine-3-carboxamide